2-(((4r,6s)-1-azaspiro[3.3]hept-6-yl)amino)-8-(isopropylamino)pyrido[3,4-d]pyrimidine-6-carbonitrile N1CCC12CC(C2)NC=2N=CC1=C(N2)C(=NC(=C1)C#N)NC(C)C